N-(tert-Butoxycarbonyl)-L-aspartic acid 1-tert-butyl ester C(C)(C)(C)OC([C@@H](NC(=O)OC(C)(C)C)CC(=O)O)=O